[Zn].[Cu].[S] sulfur copper zinc salt